3-(((3r,3ar,6r,6ar)-6-methoxyhexahydrofuro[3,2-b]furan-3-yl)oxy)propan-1-ol CO[C@@H]1CO[C@H]2[C@@H]1OC[C@H]2OCCCO